N(=C=O)[C@H](C(=O)OC(C)(C)C)CCC(=O)OC(C)(C)C di-tert-butyl (S)-2-isocyanatoglutarate